CC1=C(C=CC=C1)C1=C(C=C(C=C1C(C)C)C(C)C)C(C)C Methyl-2',4',6'-triisopropyl-1,1'-biphenyl